ClC1=CC=C(C=C1)/C=C/CN1CCC2(CC1)CN(C1=CC=C(C=C12)F)C(=O)C1=CC(=NC=C1)Cl {1'-[(2E)-3-(4-chlorophenyl)prop-2-en-1-yl]-5-fluoro-spiro[indol-3,4'-piperidin]-1(2H)-yl}(2-chloropyridin-4-yl)methanone